(S)-2-((1-chloro-4-(2-chloro-4-fluorophenyl)isoquinolin-7-yl)oxy)propanoic acid ClC1=NC=C(C2=CC=C(C=C12)O[C@H](C(=O)O)C)C1=C(C=C(C=C1)F)Cl